6-(4-fluoro-3-isopropyl-5-(6-(2-(methylsulfonyl)ethyl)-2,6-diazaspiro[3.3]hept-2-yl)-1H-pyrrolo[2,3-c]pyridin-2-yl)-8-methoxy-[1,2,4]triazolo[1,5-a]pyridine FC1=C2C(=CN=C1N1CC3(C1)CN(C3)CCS(=O)(=O)C)NC(=C2C(C)C)C=2C=C(C=3N(C2)N=CN3)OC